BrC=1N=C(C=2N(C1)C(=CN2)C=O)Br 6,8-DIBROMOIMIDAZO[1,2-A]PYRAZINE-3-CARBALDEHYDE